C(C1=CC=CC=C1)OCC1=NN(C(N1CC)=O)C1=NC=2C(=CN(C(C2C=C1F)=O)C1=C(C=CC=C1)C(F)(F)F)C(C)C (3-((benzyloxy)methyl)-4-ethyl-5-oxo-4,5-dihydro-1H-1,2,4-triazol-1-yl)-3-fluoro-8-isopropyl-6-(2-(trifluoromethyl)phenyl)-1,6-naphthyridin-5(6H)-one